COC(=O)C1=CC(=NC=C1C(F)(F)F)Cl methyl-2-chloro-5-(trifluoromethyl)pyridine-4-carboxylate